FC(OC1=CC=C(CNC(C(O)[C@H]2N(CCC2)C(CN)=O)=O)C=C1)F N-(4-(difluoromethoxy)benzyl)-2-((S)-1-glycylpyrrolidin-2-yl)-2-hydroxyacetamide